7-methoxy-1-((5-oxopyrrolidin-3-yl)methyl)-1H-benzo[d]Imidazole-5-carboxylic acid methyl ester COC(=O)C1=CC2=C(N(C=N2)CC2CNC(C2)=O)C(=C1)OC